tri-amino-ruthenium triphenyl-phosphine salt C1(=CC=CC=C1)P(C1=CC=CC=C1)C1=CC=CC=C1.N[Ru](N)N